CC(N)(C)C(=O)NC1=CC=C(C=C1)OC1=CC=CC2=C1C(=NO2)C 2-methyl-N1-{4-[(3-methyl-1,2-benzisoxazol-4-yl)oxy]phenyl}alaninamide